ClC=1N=[O+]C2=C(N1)C=CC(=C2)C=2CCN(CC2)C(=O)OC(C)(C)C tert-butyl 4-(3-chloro-1-oxa-1,2,4-benzotriazin-ium-7-yl)-3,6-dihydro-2H-pyridine-1-carboxylate